(R)-3-[bis(tert-butoxycarbonyl)amino]-6-(pent-4-en-2-yloxy)-5-(trifluoromethyl)pyridine-2-carboxylic acid methyl ester COC(=O)C1=NC(=C(C=C1N(C(=O)OC(C)(C)C)C(=O)OC(C)(C)C)C(F)(F)F)O[C@H](C)CC=C